NC1=NC=CC(=C1)C=1C=C(C=CC1NC1=CC(=CC=C1)C(F)(F)F)S(=O)(=O)NC 3-(2-aminopyridin-4-yl)-N-methyl-4-((3-(trifluoromethyl)phenyl)amino)benzenesulfonamide